(R)-1-chloro-3-(2,6-dichloro-4-(2-(4-((S)-2-hydroxy-3-morpholinopropoxy)phenyl)propan-2-yl)phenoxy)propan-2-ol ClC[C@@H](COC1=C(C=C(C=C1Cl)C(C)(C)C1=CC=C(C=C1)OC[C@H](CN1CCOCC1)O)Cl)O